C(C)(C)(C)OC(=O)N(C1=CC(=NC(=N1)C(N)=S)OC1CN(C1)C(=O)OC(C)(C)C)C1CCC(CC1)(F)F tert-butyl 3-((6-((tert-butoxycarbonyl)(4,4-difluorocyclohexyl)amino)-2-carbamothioyl pyrimidin-4-yl)oxy)azetidine-1-carboxylate